N[Sn] aminotin